3-(4-methoxyphenyl)-5,6,7,8-tetrahydropyrido[1,2-a]purin-10(3H)-one COC1=CC=C(C=C1)N1C=2N=C3N(C(C2N=C1)=O)CCCC3